ClC1=C(C=C(C(=C1)C=1C=NNC1)F)C1=NN=C(S1)N(C1CC(NC(C1)(C)C)(C)C)C 5-(2-chloro-5-fluoro-4-(1H-pyrazol-4-yl)phenyl)-N-methyl-N-(2,2,6,6-tetramethylpiperidin-4-yl)-1,3,4-thiadiazol-2-amine